COC1=CC=C(C=C1)C(C1=CC=CC=C1)(C1=CC=CC=C1)NC=1NC(C=2NC=NC2N1)=O 2-{[(4-methoxyphenyl)diphenyl-methyl]amino}-1H-purin-6-one